FC1(CCN(CC1)C1=NC(=NC(=C1)C)C(=O)NC=1C(=NC(=CC1)NS(=O)(=O)CCO)N1CCC2(CC2)CC1)F 4-(4,4-difluoropiperidin-1-yl)-N-(6-((2-hydroxyethyl)sulfonamido)-2-(6-azaspiro[2.5]octan-6-yl)pyridin-3-yl)-6-methylpyrimidine-2-carboxamide